C1=CC=CC=2C=CC3=C4C(=C5N=CC=NC5=C3C12)C1=CC=CC=C1C=C4 dinaphtho[1,2-f:2',1'-h]quinoxaline